4-((5-Chloro-7-(2-((3-ethyl-3-methyl-2,5-dioxopyrrolidin-1-yl)methyl)thieno[3,2-b]pyridin-7-yl)-1H-indol-1-yl)methyl)piperidine-4-carbonitrile ClC=1C=C2C=CN(C2=C(C1)C1=C2C(=NC=C1)C=C(S2)CN2C(C(CC2=O)(C)CC)=O)CC2(CCNCC2)C#N